ClC=1C=C(C=CC1Cl)C1=CC=NC=N1 6-(3,4-dichloro-phenyl)-pyrimidine